C(C1CO1)OCCC[Si](OCC)(OCC)C 3-glycidoxypropyl-(methyl)diethoxysilane